C(CCCCCCCCCCCCCCCCCCC)(O)O Icosandiol